2,6-dichloropyridine N-oxide C1=CC(=[N+](C(=C1)Cl)[O-])Cl